C(#N)C1=CC=C(C=C1)[C@@H](C)NC(=O)C1=NN(C=2C(N(CCC21)CC2(CC2)S(=O)(=O)C2CC2)=O)C (R)-N-(1-(4-cyanophenyl)ethyl)-6-((1-(cyclopropylsulfonyl)cyclopropyl)methyl)-1-methyl-7-oxo-4,5,6,7-tetrahydro-1H-pyrazolo[3,4-c]pyridine-3-carboxamide